2,6-bis(2,4-diethyloxyphenyl)-4-(4-(4-methylphenyl)aminophenyl)pyridine C(C)OC1=C(C=CC(=C1)OCC)C1=NC(=CC(=C1)C1=CC=C(C=C1)NC1=CC=C(C=C1)C)C1=C(C=C(C=C1)OCC)OCC